(R)-3-(6-chloro-2-(chlorocarbonyl)-1,2,3,4-tetrahydroisoquinolin-8-yl)morpholine-4-carboxylate ClC=1C=C2CCN(CC2=C(C1)[C@H]1N(CCOC1)C(=O)[O-])C(=O)Cl